ethyl (NZ)-N-[[(7-bromo-2,6-dimethyl-indazol-5-yl)-ethyl-amino]-ethylsulfanyl-methylene]carbamate BrC1=C(C(=CC2=CN(N=C12)C)N(CC)/C(=N/C(OCC)=O)/SCC)C